C(C)OC(\C=C\C1=NN(C(C(=C1N)Cl)=O)CC1=CC=C(C=C1)OC)=O (E)-3-(4-amino-5-chloro-1-(4-methoxybenzyl)-6-oxo-1,6-dihydropyridazin-3-yl)acrylic acid ethyl ester